[C@@H]12CC[C@@H](CC1)C2 cis-norbornane